C1(=CC=CC=C1)S(=O)(=O)NC(=O)C=1C(=NC(=CC1)N1N=C(C=C1)OCC12CC(C1)(C2)F)N2C(C[C@@H](C2)C)(C)C N-(benzenesulfonyl)-6-[3-[(3-fluoro-1-bicyclo[1.1.1]pentyl)methoxy]pyrazol-1-yl]-2-[(4S)-2,2,4-trimethylpyrrolidin-1-yl]pyridine-3-carboxamide